COCCN1[C@@H](CCC1)CO [(2S)-1-(2-methoxyethyl)pyrrolidin-2-yl]methanol